tosyl-sulfonic acid S(=O)(=O)(C1=CC=C(C)C=C1)S(=O)(=O)O